2,5-diethylpiperazine-1-carboxylate C(C)C1N(CC(NC1)CC)C(=O)[O-]